(Z)-2-(5-chloro-1H-indol-3-yl)-3-(2-methoxyphenyl)acrylonitrile ClC=1C=C2C(=CNC2=CC1)/C(/C#N)=C/C1=C(C=CC=C1)OC